BrC=1C=CC2=CN(N=C2C1Cl)[C@@H](C(=O)O)C1=CC=CC=C1 |r| (2RS)-2-(6-bromo-7-chloro-indazol-2-yl)-2-phenyl-acetic acid